N1-(4-methoxyphenyl)-6-pyrrolidin-1-yl-[1,3,5]triazine-2,4-diamine hydrochloride Cl.COC1=CC=C(C=C1)N1C(N=C(N=C1N1CCCC1)N)N